C(CCCCC(=O)[O-])(=O)OCCCCCC(C)C (6-methylheptyl) adipate